NCCCOCCOCCOCCOCCOCCCN tetraethylene glycol bis(aminopropyl) ether